(S)-3-tert-butoxycarbonyl-aminopyrrolidine C(C)(C)(C)OC(=O)[C@@H]1CN(CC1)N